2-(2,3-dichlorophenyl)-1H-benzo[d]imidazol-5-amine ClC1=C(C=CC=C1Cl)C1=NC2=C(N1)C=CC(=C2)N